IC=1C=C(CO[C@@H]2C[C@@]3(CCCN3C2)CO)C=CC1 ((2R,7aS)-2-((3-iodobenzyl)oxy)tetrahydro-1H-pyrrolizin-7a(5H)-yl)methanol